C(C1=CC=CC=C1)(=O)C=1C(=CC(=CC1C)C)C 3-benzoyl-2,4,6-trimethylbenzene